butyl 6-(4-iodo-5-methyl-3-(1-methyl-1H-indazol-5-yl)-1H-pyrazol-1-yl)-2-azaspiro[3.3]heptane-2-carboxylate IC=1C(=NN(C1C)C1CC2(CN(C2)C(=O)OCCCC)C1)C=1C=C2C=NN(C2=CC1)C